2-[2-[2-(2-Methoxyethoxy)ethoxy]ethoxy]acetic acid COCCOCCOCCOCC(=O)O